CN(C(=O)C=1N=CN2C1N=NN(C2=O)CCOC(F)(F)F)C N,N-Dimethyl-4-oxo-3-(2-(trifluoromethoxy)ethyl)-3,4-dihydroimidazo[5,1-d][1,2,3,5]tetrazine-8-carboxamide